CC1=CC=C2C3(CNC2=C1)CCCC3 6'-methyl-1',2'-dihydrospiro[cyclopentane-1,3'-indol]